2-(chloromethyl)-5-methyloxazole ClCC=1OC(=CN1)C